tert-butyl L-alaninate hydrochloride salt Cl.N[C@@H](C)C(=O)OC(C)(C)C